n-dodecene C=CCCCCCCCCCC